NC1=NC=2C(=CC(=CC2C=2N1N=C(N2)[C@H]2CN(CCC2)C=2C(=NN(C2)[C@@H](C(C)(O)C)C)C)F)OC |o1:25| (R or S)-3-(4-((R)-3-(5-amino-9-fluoro-7-methoxy-[1,2,4]triazolo[1,5-c]quinazolin-2-yl)piperidin-1-yl)-3-methyl-1H-pyrazol-1-yl)-2-methylbutan-2-ol